ethane-1,2-diyl-bis(8-{[(2,5-dimethylphenyl)acetyl]amino}-1,4-dioxaspiro[4.5]decane-8-carboxylate) C(CC1OC2(OC1)CCC(CC2)(C(=O)[O-])NC(CC2=C(C=CC(=C2)C)C)=O)C2OC1(OC2)CCC(CC1)(C(=O)[O-])NC(CC1=C(C=CC(=C1)C)C)=O